FC1=CC=CC(=N1)B(O)O 6-fluoro-pyridine-2-boronic acid